C1(CC1)OC(N(C1=NC=C(N=C1)C=1C=NN(C1)C)[C@@H]1CC[C@H](CC1)NC1=NC=C(C(=N1)C=1C=NC=C(C1)S(=O)(=O)C)C(F)(F)F)=O cyclopropyl(trans-4-((4-(5-(methanesulfonyl)-pyridin-3-yl)-5-(trifluoromethyl)pyrimidin-2-yl)amino)cyclohexyl)(5-(1-methyl-1H-pyrazol-4-yl)pyrazin-2-yl)carbamate